OC(CN(C(C(=C)C)=O)CC(COCCC[Si](C)(O[Si](C)(C)C)O[Si](C)(C)C)O)COCCC[Si](C)(O[Si](C)(C)C)O[Si](C)(C)C N,N-bis[2-hydroxy-3-(3-(bis(trimethylsilyloxy)-methylsilyl)propyloxy)propyl]-2-methyl-acrylamide